di-sec-butyl-(5-methoxy-5-oxo-1-phenylpentyl)sulfonium tetrafluoroborate F[B-](F)(F)F.C(C)(CC)[S+](C(CCCC(=O)OC)C1=CC=CC=C1)C(C)CC